ClC=1C=C(C=CC1C=1N(C2=NC=NC(=C2N1)OC1(CC1)C)CCC1=CC=CC=C1)CC(=O)N 2-(3-chloro-4-(6-(1-methylcyclopropoxy)-9-phenethyl-9H-purin-8-yl)phenyl)acetamide